[N+](=O)([O-])C1=CC=C(C=C1)N1CCN2CC[C@H]1C2 (5S)-4-(4-nitrophenyl)-1,4-diazabicyclo[3.2.1]octane